2-methyl-6-(tetrahydro-2H-pyran-4-yl)-2,6-dihydropyrido[3,4-d]Pyridazine-1,7-dione CN1N=CC=2C(C1=O)=CC(N(C2)C2CCOCC2)=O